3,6-dichloro-4-(3H-inden-1-yl)pyridazine ClC=1N=NC(=CC1C1=CCC2=CC=CC=C12)Cl